CC1=CNC2=C1N(C(NC2=O)=S)CC2=CC=NC=CO2 7-methyl-1-((1,4-oxazepin-7-yl)methyl)-2-thioxo-1,2,3,5-tetrahydro-4H-pyrrolo[3,2-d]pyrimidin-4-one